4-aminobenzene-1-sulfonic acid NC1=CC=C(C=C1)S(=O)(=O)O